N-(4-(6-(2-fluorophenoxy)hexyl)phenyl)piperazine-1-carboxamide hydrochloride Cl.FC1=C(OCCCCCCC2=CC=C(C=C2)NC(=O)N2CCNCC2)C=CC=C1